α-iododiphenylacetic acid IC(C(=O)O)(C1=CC=CC=C1)C1=CC=CC=C1